ClC=1C=C2C=C(C(=C(C2=CC1)C1=CC=CC=C1)C1=CC=CC=C1)CC1=CC(=CC=C1)Cl 6-chloro-3-(3-chlorobenzyl)-1,2-diphenylnaphthalene